6-CHLORO-3,4-DIHYDRO-2H-CHROMEN-4-OL Sodium borohydride [BH4-].[Na+].ClC=1C=C2C(CCOC2=CC1)O